O(S(=O)(=O)C(F)(F)F)C=1CCC=2C(=NC=NC2C1)N1C[C@@H](CCC1)NC(=O)OCC1=CC=CC=C1 (R)-4-(3-(((benzyloxy) carbonyl) amino) piperidin-1-yl)-5,6-dihydro-quinazolin-7-yl triflate